4-(4-bromo-3-(methoxycarbonyl)phenyl)piperazine-1-carboxylic acid tert-butyl ester C(C)(C)(C)OC(=O)N1CCN(CC1)C1=CC(=C(C=C1)Br)C(=O)OC